C(C)C1N(CCC2=CC(=CC=C12)CC(=O)OC)C(=O)OCC1=CC=CC=C1 benzyl 1-ethyl-6-(2-methoxy-2-oxoethyl)-3,4-dihydro-1H-isoquinoline-2-carboxylate